7-bromo-6-chloro-8-fluoroquinazoline BrC1=C(C=C2C=NC=NC2=C1F)Cl